ClC1=CC=C(C=C1)N1N=CC(=C1)CC(=O)NC=1SC(=CN1)C(F)(F)F 2-(1-(4-chlorophenyl)-1H-pyrazol-4-yl)-N-(5-(trifluoromethyl)thiazol-2-yl)acetamide